(S)-1-(2-chloro-4-methoxyphenyl)propan-2-amine ClC1=C(C=CC(=C1)OC)C[C@H](C)N